CC=1C=C(C=CC1C)C=1C=C2C(=NC1)C(=CN2C)NC2CS(C=C2)(=O)=O 3-((6-(3,4-dimethylphenyl)-1-methyl-1H-pyrrolo[3,2-b]pyridin-3-yl)amino)-2,3-dihydrothiophene 1,1-dioxide